C(#N)C=1C=C(C=NC1N1N=CC=N1)NC(=O)C=1C=NN(C1C(F)(F)F)C1=NC=CC2=C1C=CS2 N-(5-cyano-6-(2H-1,2,3-triazol-2-yl)pyridin-3-yl)-1-(thieno[3,2-c]pyridin-4-yl)-5-(trifluoromethyl)-1H-pyrazole-4-carboxamide